ON1[C@@H]2CC[C@H](N(C1=O)C2)C(NC(=O)C2CCCCC2)=N N-(((2S,5R)-6-hydroxy-7-oxo-1,6-diazabicyclo[3.2.1]oct-2-yl)(imino)methyl)cyclohexanecarboxamide